N5-(4'-cyclopropyl-[1,1'-biphenyl]-3-yl)-N2,N5-dimethylpyrido[3,2-e][1,2,4]triazolo[4,3-a]pyrimidine-2,5-diamine C1(CC1)C1=CC=C(C=C1)C1=CC(=CC=C1)N(C1=NC=2N(C3=C1C=CC(=N3)NC)C=NN2)C